C(=O)(OC)C1=C(C(=C(C1C(=O)OC)C(=O)OC)C(=O)OC)C(=O)OC 1,2,3,4,5-pentacarbomethoxycyclopentadiene